Hydroxydimethyl-silicon O[Si](C)C